C(C)(C)(C)NS(=O)(=O)C1=CC=C(C=C1)NC([C@H](CC1COC1)NC(C1=CC=C(C=C1)F)=O)=O (S)-N-(1-((4-(N-(tert-butyl)sulfamoyl)phenyl)amino)-3-(oxetan-3-yl)-1-oxopropan-2-yl)-4-fluorobenzamide